CC(C[C@@H](C(=O)N[C@@H](C[C@H]1C(NCC1)=O)C(COC1=C(C(=CC(=C1F)F)F)F)=O)NC(CNC1=CC=CC=C1)=O)C (S)-4-methyl-N-((S)-3-oxo-1-((S)-2-oxopyrrolidin-3-yl)-4-(2,3,5,6-tetrafluorophenoxy)butan-2-yl)-2-(2-(phenylamino)acetamido)pentanamide